COC1=C(C(=O)P(CC(CC(C)(C)C)C)(C(C2=C(C=CC=C2OC)OC)=O)=O)C(=CC=C1)OC bis(2,6-dimethoxybenzoyl)-2,4,4-trimethyl-pentylphosphine oxide